4-(2-{2-[5-(Propan-2-yloxy)chinolin-8-sulfonamido]phenyl}ethynyl)isochinolin CC(C)OC1=C2C=CC=NC2=C(C=C1)S(=O)(=O)NC1=C(C=CC=C1)C#CC1=CN=CC2=CC=CC=C12